C(C)(C)(C)C1N(CCNC1)[C@H]1COC[C@H]1O[Si](C1=CC=CC=C1)(C1=CC=CC=C1)C(C)(C)C tert-butyl-1-((3S,4S)-4-((tert-butyldiphenylsilyl)oxy)tetrahydrofuran-3-yl)piperazine